BrC1=CC(=C(C=2C=COC21)OCC2OCCC2)CO (7-bromo-4-((tetrahydrofuran-2-yl)methoxy)benzofuran-5-yl)methanol